BrC=1C(=CC=2C3=C(C(=NC2C1F)O[C@@H](C)[C@H]1N(CCC1)C)N=NN3C3CCN(CC3)C(=O)OC(C)(C)C)C tert-butyl 4-(7-bromo-6-fluoro-8-methyl-4-((S)-1-((S)-1-methylpyrrolidin-2-yl)ethoxy)-1H-[1,2,3]triazolo[4,5-c]quinolin-1-yl)piperidine-1-carboxylate